FC(OC=1C=C(C=NC1)N(S(=O)(=O)CC)CC1=CN=C(S1)C=1OC(=NN1)C(F)F)F N-[5-(difluoromethoxy)pyridin-3-yl]-N-({2-[5-(difluoromethyl)-1,3,4-oxadiazol-2-yl]-1,3-thiazol-5-yl}methyl)ethane-1-sulfonamide